3-(1'-(benzo[d]thiazol-7-ylmethyl)-7-oxo-5,7-dihydro-2H,6H-spiro[furo[2,3-f]isoindole-3,4'-piperidin]-6-yl)piperidine-2,6-dione S1C=NC2=C1C(=CC=C2)CN2CCC1(CC2)COC2=CC=3C(N(CC3C=C21)C2C(NC(CC2)=O)=O)=O